NCC1=CC(=C(OC2=C3C(=NC=C2)NC=C3C3=CC(=NC=C3)NCC3CC3)C(=C1)F)F 4-(4-(4-(aminomethyl)-2,6-difluorophenoxy)-1H-pyrrolo[2,3-b]pyridin-3-yl)-N-(cyclopropylmethyl)pyridin-2-amine